ClC1=CC=C(C=C1)C(C1=NOC(=N1)CC(C(=O)O)=C)F ((3-((4-chlorophenyl)fluoromethyl)-1,2,4-oxadiazol-5-yl)methyl)acrylic acid